ClC=1C=NC(=NC1)NC1=C(C=C(C=C1)N1CCC(CC1)N1CCN(CC1)C)OC 5-chloro-N-{2-methoxy-4-[4-(4-methylpiperazin-1-yl)piperidin-1-yl]phenyl}pyrimidin-2-amine